3,4-Dihydro-5-(3-methylphenyl)-2H-pyrrole CC=1C=C(C=CC1)C=1CCCN1